ClC1=C(C(=CC=C1)C)NC(=O)C=1C(=NC(=NC1)NC1=CC(=C(C=C1)C1CCN(CC1)C)C)OC N-(2-chloro-6-methylphenyl)-4-methoxy-2-((3-methyl-4-(1-methylpiperidin-4-yl)phenyl)amino)pyrimidine-5-carboxamide